phenylmagnesium bromide format C(=O)O.C1(=CC=CC=C1)[Mg]Br